C(C)N(C(=O)N(CC)CC)CC N,N,N',N'-tetraethyl-urea